3-(sec-butyl)-N-((3-(hydroxymethyl)oxetan-3-yl)methyl)-2-oxo-1,2,3,5-tetrahydro-4H-benzo[1,4]diazepine-4-carboxamide C(C)(CC)C1C(NC2=C(CN1C(=O)NCC1(COC1)CO)C=CC=C2)=O